FC1(CNC(N(C1)[C@H](COCC)C1=CC=2N(N=C1)C=C(N2)[C@@H](NC(=O)C2=NON=C2C)C2CCC(CC2)(F)F)=O)F |o1:7| N-((S)-(7-((S*)-1-(5,5-Difluoro-2-oxotetrahydropyrimidin-1(2H)-yl)-2-ethoxyethyl)imidazo[1,2-b]pyridazin-2-yl)(4,4-difluorocyclohexyl)methyl)-4-methyl-1,2,5-oxadiazole-3-carboxamide